Methyl 5-amino-2-methoxy-4-(methylamino)benzoate NC=1C(=CC(=C(C(=O)OC)C1)OC)NC